5-((4-methoxyphenyl)ethynyl)-N-methyl-N-(piperidin-4-yl)pyrazin-2-amine COC1=CC=C(C=C1)C#CC=1N=CC(=NC1)N(C1CCNCC1)C